COC(=O)C1=CC2=CN(N=C2C=C1)CC1=CC=C(C=C1)Br 2-(4-Bromobenzyl)-2H-indazole-5-carboxylic acid methyl ester